8-(3,5-dimethylpiperazin-1-yl)-N-{8-fluoro-2-methylimidazo[1,2-a]pyridin-6-yl}quinoxaline-5-carboxamide CC1CN(CC(N1)C)C1=CC=C(C=2N=CC=NC12)C(=O)NC=1C=C(C=2N(C1)C=C(N2)C)F